ClC1=C(C(=NC=C1)C(=O)O)C 4-chloro-3-methylpicolinic acid